C(C)(C)C1=C(NC2=CC=C(C=C12)C1CCC(CC1)NC1COC1)C=1C(=C(C(N(C1)C)=O)C)C 5-(3-Isopropyl-5-(4-(oxetan-3-ylamino)cyclohexyl)-1H-indol-2-yl)-1,3,4-trimethylpyridin-2(1H)-on